NC=1SC2=C(N1)C(=CC=C2)C2=C(C=C1C(=NC(=NC1=C2F)N2CC(C2)N2CCC(CC2)O)N2CCNCC2)Cl 1-[1-[7-(2-amino-1,3-benzothiazol-4-yl)-6-chloro-8-fluoro-4-piperazin-1-yl-quinazolin-2-yl]azetidin-3-yl]piperidin-4-ol